OC(C1=CC=C(OC2C(COC2)NS(=O)(=O)C(C)C)C=C1)C1=CC=CC=C1 Propane-2-sulfonic acid {4-[4-(hydroxy-phenyl-methyl)-phenoxy]-tetrahydro-furan-3-yl}-amide